2-[5-methyl-4-(2,2,2-trifluoro-1-hydroxyethyl)-1H-pyrazol-1-yl]-3H,4H,5H,6H,7H-cyclopenta[d]pyrimidin-4-one CC1=C(C=NN1C=1NC(C2=C(N1)CCC2)=O)C(C(F)(F)F)O